FC1=C(C=C(C=C1)NC(=O)C1CN(CC1C)C(=O)O)C.CC(C)(C)[S@@](=O)N[C@H]1CCCC=2N(C3=CC=CC=C3C12)S(=O)(=O)C=1SC=CC1 (R)-2-methyl-N-((S)-9-(thiophene-2-sulfonyl)-2,3,4,9-tetrahydro-1H-carbazol-4-yl)propane-2-sulfinamide 3-((4-fluoro-3-methylphenyl)carbamoyl)-4-methylpyrrolidine-1-carboxylate